1-(3-chloro-2,6-difluorobenzyl)-4-((3-fluoro-4-(2-hydroxypropan-2-yl)-6-((5-methyl-1H-pyrazol-3-yl)amino)pyridin-2-yl)methyl)piperidine-4-carboxylic acid ClC=1C(=C(CN2CCC(CC2)(C(=O)O)CC2=NC(=CC(=C2F)C(C)(C)O)NC2=NNC(=C2)C)C(=CC1)F)F